FC=1C=2N(C=C(C1)NC(=O)C1=CC=C(C3=CN(N=C13)C)N1C[C@@H](CC1)N1CCN(CC1)C(=O)OC(C)(C)C)C=C(N2)C tert-butyl 4-[(3R)-1-[7-({8-fluoro-2-methylimidazo[1,2-a]pyridin-6-yl}carbamoyl)-2-methylindazol-4-yl]pyrrolidin-3-yl]piperazine-1-carboxylate